C(C)OC(CN(C(C(CC(C)C)NC(CCNC(OC)=O)=O)=O)CC(CC)C)OCC methyl (3-((1-((2,2-diethoxy ethyl)(2-methylbutyl)amino)-4-methyl-1-oxopentan-2-yl)amino)-3-oxopropyl)carbamate